C(C)N1C(=CC=2C1=NC=CC2)C2=NC1=C(N2C)C(=CC(=C1)C(=O)N1C[C@H]2[C@@H](CC1)CCN2C(=O)OC(C)(C)C)OC tert-butyl (3aS,7aR)-6-(2-{1-ethyl-1H-pyrrolo[2,3-b]-pyridin-2-yl}-7-methoxy-1-methyl-1H-1,3-benzodiazole-5-carbonyl)-octahydro-1H-pyrrolo[2,3-c]pyridine-1-carboxylate